C(#C)C=1C=C(C(=NC1)F)NC1=NC=NC2=CC=C(C=C12)[C@H]1CNCC1 N-(5-ethynyl-2-fluoro-3-pyridyl)-6-[(3S)-pyrrolidin-3-yl]quinazolin-4-amine